1-(3-aminopiperidin-1-yl)ethanone NC1CN(CCC1)C(C)=O